(R)-5-(4-(4-fluoropyrazolo[1,5-a]pyridin-2-yl)-1,4,6,7-tetrahydro-5H-imidazo[4,5-c]pyridin-5-yl)-N-phenylpyrazine-2-carboxamide FC=1C=2N(C=CC1)N=C(C2)[C@@H]2N(CCC1=C2N=CN1)C=1N=CC(=NC1)C(=O)NC1=CC=CC=C1